8-(oxan-4-yl)-1,4-dioxa-8-azaspiro[4.5]decane O1CCC(CC1)N1CCC2(OCCO2)CC1